N-[5-[7-[(1S)-2-hydroxy-1-methyl-ethyl]pyrrolo[2,3-d]pyrimidine-5-carbonyl]-3-pyridyl]-2-[4-(trifluoromethyl)phenyl]acetamide OC[C@H](C)N1C=C(C2=C1N=CN=C2)C(=O)C=2C=C(C=NC2)NC(CC2=CC=C(C=C2)C(F)(F)F)=O